(R)-1'-(5-Amino-1-(2-(trifluoromethyl)phenyl)-1H-pyrazole-4-carbonyl)-6-chloro-5-fluorospiro[benzo[d][1,3]oxazine-4,3'-piperidin]-2(1H)-one NC1=C(C=NN1C1=C(C=CC=C1)C(F)(F)F)C(=O)N1C[C@@]2(CCC1)C1=C(NC(O2)=O)C=CC(=C1F)Cl